NC1=NN2C(OC3=C(C2=O)C(=CC=C3)Cl)=C1I 2-amino-8-chloro-3-iodo-9H-benzo[e]pyrazolo[5,1-b][1,3]oxazin-9-one